5-vinyldeoxyuridine C(=C)C=1C(NC(N([C@H]2C[C@H](O)[C@@H](CO)O2)C1)=O)=O